ClC=1C=C(C=CC1)CCN1C[C@@H]([C@H](C1)C)COC1=CC=C(C=C1)S(=O)(=O)CCCS(=O)(=O)C (3R,4R)-1-[2-(3-chlorophenyl)ethyl]-3-{[4-(3-methylsulfonylpropanesulfonyl)phenoxy]methyl}-4-methylpyrrolidine